FC=1C=C(C=CC1)CC(C(=O)N)C1=CC=CC=C1 3-(m-fluorophenyl)-2-phenylpropionamide